t-butyl (R)-2-[{(dimethylamino)methylene}carbamoyl]pyrrolidine-1-carboxylate CN(C)C=NC(=O)[C@@H]1N(CCC1)C(=O)OC(C)(C)C